ClC1=C2C(=CNC2=C(C=C1)NS(=O)(=O)C=1C=NN(C1)CCC(C)(C)O)C#N N-(4-chloro-3-cyano-1H-indol-7-yl)-1-(3-hydroxy-3-methyl-butyl)pyrazole-4-sulfonamide